2'-(1,2-eth-enediyldi-4,1-phenylene)bisbenzoxazole C(=CC1=CC=C(C=C1)C=1OC2=C(N1)C=CC=C2)C2=CC=C(C=C2)C=2OC1=C(N2)C=CC=C1